4-Amino-2,6-dichloropyridine-3-carbaldehyde NC1=C(C(=NC(=C1)Cl)Cl)C=O